6-bromo-(2,6-difluorophenyl)-2-methylthio-4-oxo-3,4-dihydroquinazoline BrC=1C=C2C(N(C(=NC2=CC1)SC)C1=C(C=CC=C1F)F)=O